(3R)-4-[4-amino-3-fluoro-2-(methoxycarbonyl)phenyl]-3-ethylpiperazine-1-carboxylic acid tert-butyl ester C(C)(C)(C)OC(=O)N1C[C@H](N(CC1)C1=C(C(=C(C=C1)N)F)C(=O)OC)CC